4-bromo-2-chloro-6-ethyl-1-tosyl-1,6-dihydro-7H-pyrrolo[2,3-c]pyridin-7-one BrC=1C2=C(C(N(C1)CC)=O)N(C(=C2)Cl)S(=O)(=O)C2=CC=C(C)C=C2